N-[(6-Amino-2-pyridyl)sulfonyl]-2-[(2R,5S)-2,5-dimethylpyrrolidin-1-yl]-6-[6-[1,2,2,2-tetradeuterio-1-(trideuteriomethyl)ethoxy]-3-pyridyl]pyridin-3-carboxamid NC1=CC=CC(=N1)S(=O)(=O)NC(=O)C=1C(=NC(=CC1)C=1C=NC(=CC1)OC(C([2H])([2H])[2H])(C([2H])([2H])[2H])[2H])N1[C@@H](CC[C@@H]1C)C